C1=CC(=CC=C1N2C(=O)C=CC2=O)N3C(=O)C=CC3=O N,N'-1,4-Phenylenedimaleimide